di(oxetan-3-yl)amine O1CC(C1)NC1COC1